BrC=1C=C(C=CC1O)C(C)(C)C=1C=CC(=C(C#N)C1)OCCCl 5-(2-(3-Bromo-4-hydroxyphenyl)propan-2-yl)-2-(2-chloroethoxy)benzonitrile